O=C1NC(CCC1N1C(C2=CC(=C(C(=C2C1)F)N1CCC(CC1)C=O)F)=O)=O [2-(2,6-dioxo-3-piperidinyl)-4,6-difluoro-1-oxo-isoindolin-5-yl]Piperidine-4-carbaldehyde